ClC1=C(C=CC=2NS(C3=C(C21)C=CC=C3)(=O)=O)F 10-chloro-9-fluoro-6H-dibenzo[c,e][1,2]thiazine 5,5-dioxide